C(C)OC(=O)C=1SC=C(C1)N1CCC2=CC=CC(=C12)F 4-(7-fluoro-indolin-1-yl)thiophene-2-carboxylic acid ethyl ester